C1(CCCCC1)CC1=CC=C(C=C1)CC 1-(cyclohexylmethyl)-4-ethylbenzene